1-(cyclopropylmethyl)-8-(dimethylamino)-8-(3-fluorophenyl)-3-(1-(methylsulfonyl)-3-(trifluoromethyl)-1H-pyrazol-5-yl)-1,3-diazaspiro[4.5]decan-2-one C1(CC1)CN1C(N(CC12CCC(CC2)(C2=CC(=CC=C2)F)N(C)C)C2=CC(=NN2S(=O)(=O)C)C(F)(F)F)=O